C1(=CC=CC=C1)NC(NC1=C(C=CC=C1)S(=O)(=O)N)=O 2-(3-phenylureido)phenylsulfonamide